C(CCCCCCCCC(=O)O)(=O)O.CC1(N(C(CCC1)(C)C)O)C 2,2,6,6-tetramethyl-piperidinol sebacate